C(C)C=1C(=CC(=C(N)C1)OC)N1CCC(CC1)N1CCN(CC1)C 5-ethyl-2-methoxy-4-(4-(4-Methylpiperazin-1-yl)piperidin-1-yl)aniline